calcium magnesium-calcium zirconium [Zr].[Ca].[Mg].[Ca]